3-(2-(methoxycarbonyl)chroman-6-yl)propyl 3,4-dihydroisoquinoline-2(1H)-carboxylate C1N(CCC2=CC=CC=C12)C(=O)OCCCC=1C=C2CCC(OC2=CC1)C(=O)OC